Cl.C1(CC1)OC1C(COC1)N 4-(cyclopropoxy)tetrahydrofuran-3-amine hydrochloride